3-bromo-1-(3-chloropyridinyl-pyrazolyl)-4H-[1,2,4]-triazole-3-thiol BrC1(NN(CN1)C1=NNC=C1C1=NC=CC=C1Cl)S